C(C(=C)C)(=O)OC1(C(CCCC1)OC(C(=C)C)=O)OC(C(=C)C)=O cyclohexanetriol trimethacrylate